N1=CC=C(C=C1)NC(=O)C1CCCCC1 N-pyridin-4-ylcyclohexane-1-carboxamide